OCC1=CC=C(C=C1)NC([C@H](CCCNC(=O)N)NC(=O)C1(CCC1)C(=O)OCC)=O (S)-ethyl 1-((1-((4-(hydroxymethyl)phenyl)amino)-1-oxo-5-ureidopentan-2-yl)carbamoyl)cyclobutanecarboxylate